C1=CC=NC=2C=CC=3C=4C=CC=CC4NC3C21 pyridocarbazole